C(=C)[N-]C(C)C N-vinyl-Isopropylamide